2-(2-fluorophenyl)-2-aminocyclohexanone FC1=C(C=CC=C1)C1(C(CCCC1)=O)N